3-(4-(2,3-dimethylpyridin-4-yl)phenyl)propanoic acid CC1=NC=CC(=C1C)C1=CC=C(C=C1)CCC(=O)O